CC1(C(C1)CN1N=CC(=C1)C=1C(=NC(=CC1)C)C1=CC=2N(C=C1)C=CN2)C 7-(3-{1-[(2,2-dimethylcyclopropyl)methyl]-1H-pyrazol-4-yl}-6-methylpyridin-2-yl)imidazo[1,2-a]pyridine